C(C)(C)(C)C1=C(C(=NC(=C1/N=C/N(C)C)C#N)C=1CC=NCC1)OC tert-butyl-(E)-6-cyano-5-(((dimethylamino)methylene)amino)-3-methoxy-3',6'-dihydro-[2,4'-bipyridine]